3-(1-(10H-phenothiazin-2-yl)vinyl)-N-(tetrahydro-2H-pyran-4-yl)benzenesulfonamide C1=C(C=CC=2SC3=CC=CC=C3NC12)C(=C)C=1C=C(C=CC1)S(=O)(=O)NC1CCOCC1